S(OC1=C(C=CC(=C1)\C=C/C1=CC(=C(C(=C1)OC)OC)OC)OC)(=O)(=O)F (Z)-2-methoxy-5-(3,4,5-trimethoxystyryl)phenyl sulfurofluoridate